NC1=CC=CC(=N1)S(=O)(=O)NC(=O)C=1C(=NC(=CC1)C=1C=NC(=CC1)OC(C)C)N1CCC(CC1)C1=CC=CC=C1 N-[(6-Amino-2-pyridyl)sulfonyl]-6-(6-isopropoxy-3-pyridyl)-2-(4-phenyl-1-piperidyl)pyridin-3-carboxamid